6,6'-Dibromo-2,2'-bis-(2-hydroxyethoxy)-1,1'-binaphthyl BrC=1C=C2C=CC(=C(C2=CC1)C1=C(C=CC2=CC(=CC=C12)Br)OCCO)OCCO